(R)-3-(isoquinolin-4-yl)-2-oxo-1-((1R,4R)-4-(trifluoromethyl)cyclohexyl)imidazoline-4-carbonitrile C1=NC=C(C2=CC=CC=C12)N1C(N(C[C@@H]1C#N)C1CCC(CC1)C(F)(F)F)=O